2-(1-Naphthyl)pyridin C1(=CC=CC2=CC=CC=C12)C1=NC=CC=C1